ClC1=C(C=C(C(=C1)Cl)OC(C(F)F)(F)F)NC(=O)N[C@@H](C)C=1N(N=CN1)C1=NN(C(C=C1)=O)C 1-[2,4-dichloro-5-(1,1,2,2-tetrafluoroethoxy)phenyl]-3-[(1S)-1-[2-(1-methyl-6-oxo-pyridazin-3-yl)-1,2,4-triazol-3-yl]ethyl]urea